BrC1=C(C=C(C=C1)CCNC1=CC(=NC=N1)C1=CC(=CS1)OCC)C 5-{6-[2-(4-Bromo-3-methyl-phenyl)-ethylamino]-pyrimidin-4-yl}-3-ethoxy-thiophen